4-hydroxy-3,5-di-tert-butylanilino-5,7-di-t-butyl-3-(3,4-di-methylphenyl)-3H-benzofuran-2-one OC1=C(C=C(NC2(C(OC3=C2C=C(C=C3C(C)(C)C)C(C)(C)C)=O)C3=CC(=C(C=C3)C)C)C=C1C(C)(C)C)C(C)(C)C